C[C@@]1(N(CCC1)C(=O)OCC1=CC=CC=C1)C(=O)OC 1-benzyl 2-methyl (S)-2-methylpyrrolidine-1,2-dicarboxylate